2-{[(1S)-1-{4-[4-(4-propionyl-piperazin-1-yl)-tetrahydro-2H-pyran-4-yl]Phenyl}ethyl]Amino}-8-(prop-2-yl)pyrido[2,3-d]Pyrimidine-7(8H)-one C(CC)(=O)N1CCN(CC1)C1(CCOCC1)C1=CC=C(C=C1)[C@H](C)NC=1N=CC2=C(N1)N(C(C=C2)=O)C(C)C